C(C)OCCCCC(C(=O)[O-])CS.C(C)OCCCCC(C(=O)[O-])CS.C(CCC)[Sn+2]CCCC dibutyltin bis(ethoxybutyl 3-mercaptopropionate)